methyl 3-chloro-5-[(difluoromethyl)(imino)oxo-lambda6-sulfanyl]benzoate ClC=1C=C(C(=O)OC)C=C(C1)S(=O)(=N)C(F)F